2-(5-amino-3-(pyridin-2-ylamino)-1H-1,2,4-triazol-1-yl)-1-(3-nitrophenyl)ethan-1-one NC1=NC(=NN1CC(=O)C1=CC(=CC=C1)[N+](=O)[O-])NC1=NC=CC=C1